2-[2-(1,2,2-trimethyl-3-bicyclo[3.1.0]hexanyl)cyclopropyl]butan-1-ol CC12C(C(CC2C1)C1C(C1)C(CO)CC)(C)C